3,6-diazabicyclo[3.1.1]heptan-3-yl(1,2-diphenyl-1H-imidazol-4-yl)methanone C12CN(CC(N1)C2)C(=O)C=2N=C(N(C2)C2=CC=CC=C2)C2=CC=CC=C2